C(C)C=1C=C(C=CC1)C(C)C1=CC=2NC3=CC=CC=C3SC2C=C1 2-(1-(3-ethylphenyl)ethyl)-10H-phenothiazine